ClCC1=NC=CC=C1F (chloromethyl)-3-fluoropyridine